ClC1=C(C=CC(=C1)Cl)[C@@H](C)NC1=CC(=NC=2N1N=CN2)N2CCC(CC2)[C@@H]2CN(CCC2)CCCS(=O)(=O)NC 3-((R)-1'-(7-(((R)-1-(2,4-dichlorophenyl)ethyl)amino)-[1,2,4]triazolo[1,5-a]pyrimidin-5-yl)-[3,4'-bipiperidin]-1-yl)-N-methylpropane-1-sulfonamide